acetic acid dimethylamine salt CNC.C(C)(=O)O